NC1=C(C=C(C=C1)F)N(C(OC(C)(C)C)=O)C tert-Butyl N-(2-amino-5-fluoro-phenyl)-N-methyl-carbamate